OC[C@H]1CN(C(O1)=O)C1=CC=C(C=C1)N1C(COCC1)=O (R)-4-[4-(5-hydroxymethyl-2-oxo-oxazolidin-3-yl)-phenyl]-morpholin-3-one